BrC1=C(C=C(O[C@@H](CCC2CCN(CC2)C(=O)OC(C)(C)C)C)C=C1)C tert-butyl 4-[(3R)-3-(4-bromo-3-methyl-phenoxy)butyl]piperidine-1-carboxylate